ClC=1C(=NC(=NC1)NC)C1=CC=C2CN(C(C2=C1)=O)CC(=O)N[C@H]([C@@H](O)C1CC1)C1=CC=CC=C1 2-{6-[5-chloro-2-(methylamino)pyrimidin-4-yl]-1-oxo-2,3-dihydro-1H-isoindol-2-yl}-N-[(1S,2S)-2-cyclopropyl-2-hydroxy-1-phenylethyl]acetamide